[Br-].C[N+](CC(CCCCCCCCCCCCCCCCCCC)CCCCCCCCCCCCCCCCCC)(CCO)C dimethyl-2-hydroxyethyl-2,3-dioctadecylpropylammonium bromide